3-hydroxy-3-(2-(trimethylsilyl)ethynyl)azetidine-1-carboxylic acid tert-butyl ester C(C)(C)(C)OC(=O)N1CC(C1)(C#C[Si](C)(C)C)O